(2-chloro-3-methoxy-phenyl)-[3-(hydroxymethyl)piperazin-1-yl]methanone ClC1=C(C=CC=C1OC)C(=O)N1CC(NCC1)CO